3-Methyl-5-(N-((2'-cyano-[1,1'-biphenyl]-4-yl)methyl)-N-phenethylsulfamoyl)benzofuran-2-carboxylic acid ethyl ester C(C)OC(=O)C=1OC2=C(C1C)C=C(C=C2)S(N(CCC2=CC=CC=C2)CC2=CC=C(C=C2)C2=C(C=CC=C2)C#N)(=O)=O